COC=1C(=NC(=NC1)NC1=CC=C(C=C1)N1CCOCC1)OCC1CCC(CC1)NC 5-methoxy-4-(((1R,4R)-4-(methylamino)cyclohexyl)methoxy)-N-(4-morpholinophenyl)pyrimidin-2-amine